N1(C=NC=C1)C1=NC=C(C(=C1)O)C1=NC=C(N=C1)C(=C)C1CCNCC1 2-(1H-imidazol-1-yl)-5-(5-(1-(piperidin-4-yl)vinyl)pyrazin-2-yl)pyridin-4-ol